N-(2,4-dimethylphenyl)-2-((4-((4-hydroxybenzylidene)amino)-5-(phenoxymethyl)-4H-1,2,4-triazol-3-yl)thio)acetamide methyl-((2-methoxy-2-oxoethyl)thio)butyrate CC(C(=O)O)(CC)SCC(=O)OC.CC1=C(C=CC(=C1)C)NC(CSC1=NN=C(N1N=CC1=CC=C(C=C1)O)COC1=CC=CC=C1)=O